Cl.C12CC(CC(CC1)N2)N(C=2SC=1N=C(N=CC1N2)C2=CC1=CN(N=C1C(=C2)C#N)C)C 5-{2-[(3-exo)-8-azabicyclo[3.2.1]oct-3-yl(methyl)amino][1,3]thiazolo[5,4-d]pyrimidin-5-yl}-2-methyl-2H-indazole-7-carbonitrile hydrochloride